1-[6-[6-cyclopropyl-5-oxo-7-(trifluoromethyl)imidazo[1,2-c]pyrimidin-2-yl]-5-ethylsulfonyl-3-pyridyl]cyclopropanecarbonitrile C1(CC1)N1C(N2C(C=C1C(F)(F)F)=NC(=C2)C2=C(C=C(C=N2)C2(CC2)C#N)S(=O)(=O)CC)=O